(2,4-dimethyl-5-(3,4,6,7-tetrahydropyrano[3,4-d]imidazol-2-yl)phenyl)(4-phenylpiperidin-1-yl)methanone CC1=C(C=C(C(=C1)C)C1=NC2=C(N1)COCC2)C(=O)N2CCC(CC2)C2=CC=CC=C2